C(C)NCCC[Si](OC)(OC)OC N-(ethyl)-γ-aminopropyltrimethoxysilane